CC1=CC=C(C=C1)C1=C(C(=NC(=C1)C1=CC=CC=C1)N)C#N 4-(4-methylphenyl)-6-phenyl-2-amino-3-cyanopyridine